(4-chloro-1-isopropyl-1H-pyrazol-5-yl)-3-cyclopropyl-1-(4-(1-methyl-4-(trifluoromethyl)-1H-imidazol-2-yl)benzyl)-1H-pyrazolo[3,4-d]pyrimidine ClC=1C=NN(C1C1=C2C(=NC=N1)N(N=C2C2CC2)CC2=CC=C(C=C2)C=2N(C=C(N2)C(F)(F)F)C)C(C)C